6-(2,6-dichlorophenyl)-2-((4-((3R,5S)-3,4,5-trimethylpiperazin-1-yl)phenyl)amino)-8,9-dihydroimidazo[1,2-a]pyrimido[5,4-e]pyrimidin-5(6H)-one ClC1=C(C(=CC=C1)Cl)N1C=2N(C3=C(C1=O)C=NC(=N3)NC3=CC=C(C=C3)N3C[C@H](N([C@H](C3)C)C)C)CCN2